2-((1-(6-Methyl-2-(2-methyl-3-oxoisoindolin-5-yl)-4-oxo-4H-chromen-8-yl)ethyl)amino)benzoic acid CC=1C=C2C(C=C(OC2=C(C1)C(C)NC1=C(C(=O)O)C=CC=C1)C=1C=C2C(N(CC2=CC1)C)=O)=O